N-((4-bromo-1-((2-(trimethylsilyl)ethoxy)methyl)-1H-indazol-7-yl)methyl)-5-fluoro-2-methoxybenzamide BrC1=C2C=NN(C2=C(C=C1)CNC(C1=C(C=CC(=C1)F)OC)=O)COCC[Si](C)(C)C